C(CCCCCCCCCCC)C1=CC=C(C=C1)C(C)=O p-dodecyl-acetophenone